FC(C1=CC=C(C=C1)C1=NN=C(C2=CC=CC=C12)NC[C@]1(COC2(CC2)C1)O)(F)F |r| racemic-6-(((4-(4-(trifluoromethyl)phenyl)phthalazin-1-yl)amino)methyl)-4-oxaspiro[2.4]heptan-6-ol